6'-Hydroxy-2',4,4'-trimethoxychalcone OC1=CC(=CC(=C1C(/C=C/C1=CC=C(C=C1)OC)=O)OC)OC